C1(=CC=CC=C1)C(N1C2=C(C3=NC=C(C=C31)C(C)=O)SC=C2)C2CCOCC2 1-(4-(phenyl-(tetrahydro-2H-pyran-4-yl)methyl)-4H-thieno[2',3':4,5]pyrrolo[3,2-b]pyridin-6-yl)ethan-1-one